NC1CC(C1)OC=1C=C2C(N(C(C2=CC1)=O)C1C(NC(CC1)=O)=O)=O 5-((1r,3r)-3-aminocyclobutoxy)-2-(2,6-dioxopiperidin-3-yl)isoindoline-1,3-dione